(R,E)-N-(4-((4-([1,2,4]triazolo[1,5-c]pyrimidin-7-yloxy)-3-methylphenyl)amino)-5-((3,3-difluoro-1-methylpiperidin-4-yl)oxy)quinazolin-6-yl)-4-(dimethylamino)but-2-enamide N=1C=NN2C=NC(=CC21)OC2=C(C=C(C=C2)NC2=NC=NC1=CC=C(C(=C21)O[C@H]2C(CN(CC2)C)(F)F)NC(\C=C\CN(C)C)=O)C